1-(3-(7-Fluorobenzofuran-5-yl)-6-(3-methoxypropyl)pyrazin-2-yl)piperidine-4-carboxylic acid FC1=CC(=CC=2C=COC21)C=2C(=NC(=CN2)CCCOC)N2CCC(CC2)C(=O)O